6-((S)-2-hydroxypropoxy)pyrazolo[1,5-a]pyridine-3-carbonitrile O[C@H](COC=1C=CC=2N(C1)N=CC2C#N)C